2-Methyl-propane-2-sulfonic acid {2-[6-amino-8-(6-iodo-benzo[1,3]dioxol-5-ylsulfanyl)-purin-9-yl]-ethyl}-amide NC1=C2N=C(N(C2=NC=N1)CCNS(=O)(=O)C(C)(C)C)SC1=CC2=C(OCO2)C=C1I